(3-Bromo-5-(1,1-difluoro-2-hydroxy-2-methylpropyl)phenyl)carbamic acid tert-butyl ester C(C)(C)(C)OC(NC1=CC(=CC(=C1)C(C(C)(C)O)(F)F)Br)=O